1-(tert-butyl) 2-(tert-butyldimethylsilyl) (2S,3R)-3-((tert-butyldimethylsilyl)oxy)-pyrrolidine-1,2-dicarboxylate [Si](C)(C)(C(C)(C)C)O[C@H]1[C@H](N(CC1)C(=O)OC(C)(C)C)C(=O)O[Si](C)(C)C(C)(C)C